NC=1C2=C(N=CN1)N(C(=C2C2=CC=NN2C)C2=CCC1(CCN(CC1)C(=O)OC(C)(C)C)CC2)C tert-butyl 9-(4-amino-7-methyl-5-(1-methyl-1H-pyrazol-5-yl)-7H-pyrrolo[2,3-d]pyrimidin-6-yl)-3-azaspiro[5.5]undec-8-ene-3-carboxylate